COC(=O)NC1=CC2=C(C3=C(S2)C=C(C=C3)S(=O)(=O)N[C@H](C(=O)O)C(C)C)C=C1 (S)-2-(7-(methoxycarbonylamino)dibenzo[b,d]thiophene-3-sulfonamido)-3-methyl-butanoic acid